[4-(6-chloro-8-[(5-chloro-6-fluoro-1H-indazol-4-yl)oxy]-2-{[(3S,4R)-4-(dimethylamino)oxolan-3-yl]oxy}pyrido[3,4-d]pyrimidin-4-yl)piperazin-1-yl]prop-2-en-1-one ClC1=CC2=C(N=C(N=C2N2CCN(CC2)C(C=C)=O)O[C@@H]2COC[C@H]2N(C)C)C(=N1)OC1=C2C=NNC2=CC(=C1Cl)F